1-(2-fluorophenyl)-N-[2,3,6-trifluoro-4-[[3-[2-[[(3S,5S)-5-fluoro-3-piperidyl]amino]pyrimidin-4-yl]-2-pyridyl]oxy]phenyl]methanesulfonamide FC1=C(C=CC=C1)CS(=O)(=O)NC1=C(C(=C(C=C1F)OC1=NC=CC=C1C1=NC(=NC=C1)N[C@@H]1CNC[C@H](C1)F)F)F